hexenyl-cyclobutyl-phosphinic acid C(=CCCCC)P(O)(=O)C1CCC1